2-amino-5,7-difluoro-1,3-benzothiazol-4-ol NC=1SC=2C(N1)=C(C(=CC2F)F)O